3-(2-amino-4-methoxypyrimidin-5-yl)-9-(1-((6-chloro-2-(2-(methyl-d3)-2H-tetrazol-5-yl)pyridin-3-yl)amino)ethyl)-4,7-dimethylimidazo[1,5-a]quinazolin-5(4H)-one NC1=NC=C(C(=N1)OC)C=1N=CN2C1N(C(C1=CC(=CC(=C21)C(C)NC=2C(=NC(=CC2)Cl)C=2N=NN(N2)C([2H])([2H])[2H])C)=O)C